O1[C@H](CCCC1)CCC1=CC=C(C=C1)N1C2=CC=CC=C2C=2C=CC=CC12 (R)-9-(4-(2-(tetrahydro-2H-pyran-2-yl)ethyl)phenyl)-9H-carbazole